CC1=NNC=C1C=1SC=C(N1)C(=O)N 2-(3-methyl-1H-pyrazol-4-yl)thiazole-4-carboxamide